trifluoropropyl-methyl-cyclotrisiloxane FC(CC[Si]1(O[SiH2]O[SiH2]O1)C)(F)F